3-(4-(tert-butyl)phenyl)-1-methyl-5-(pyrrolidin-1-ylmethyl)-1H-1,2,4-triazole C(C)(C)(C)C1=CC=C(C=C1)C1=NN(C(=N1)CN1CCCC1)C